BrC1=CC=C(C=C1)C(C#CC1=CC=CC=C1)=O 1-(4-bromophenyl)-3-phenylpropan-2-yn-1-one